C(C)(=O)N1CCCC2=CC=CC=C12 N-acetyl-1,2,3,4-tetrahydroquinoline